tert-butyl N-[5-(trimethylsilyl)penta-2,4-diyn-1-yl]carbamate C[Si](C#CC#CCNC(OC(C)(C)C)=O)(C)C